2-phenyl-2-(4-hydroxy-3-methoxyphenyl)acetonitrile C1(=CC=CC=C1)C(C#N)C1=CC(=C(C=C1)O)OC